6-aminobenzoxazine NC=1C=CC2=C(C=CNO2)C1